5-(3-(5-chloro-6-(trifluoromethyl)isoindolin-2-yl)-3-oxopropyl)-5-(pyrazin-2-yl)imidazolidine-2,4-dione ClC=1C=C2CN(CC2=CC1C(F)(F)F)C(CCC1(C(NC(N1)=O)=O)C1=NC=CN=C1)=O